BrC=1C=C(C=CC1)C(N(C(C)=O)C)C1=NN=CN1C N-[(3-bromophenyl)-(4-methyl-1,2,4-triazol-3-yl)methyl]-N-methyl-acetamide